[N+](#[C-])C(C)(CC(=C)C1=CC=CC=C1)S(=O)(=O)C1=CC=C(C=C1)C 1-((2-isocyano-4-phenyl-4-penten-2-yl)sulfonyl)-4-methylbenzene